C(C)(C)C1=C(NC2=CC=C(C=C12)C1CCN(CC1)CCC)C1=CC2=C(N(C=N2)C)C(=C1)C 5-(3-isopropyl-5-(1-propylpiperidin-4-yl)-1H-indol-2-yl)-1,7-dimethyl-1H-benzo[d]imidazole